C(C)(C)(C)OC(=O)N1CC(C=2C1=C(N=NC2Cl)NN)(C(F)(F)F)C 4-chloro-7-hydrazino-3-methyl-3-(trifluoromethyl)-2,3-dihydro-1H-pyrrolo[2,3-d]pyridazine-1-carboxylic acid tert-butyl ester